ClC1=CC=2N(C=C1)C=NC2CC(=O)NC2=NC=NC(=C2)NC(C)C=2N=C1N(C=C(C=C1)C1CC1)C2 2-(7-chloroimidazo[1,5-a]pyridin-1-yl)-N-(6-((1-(6-cyclopropylimidazo[1,2-a]pyridin-2-yl)ethyl)amino)pyrimidin-4-yl)acetamide